methyl 5-bromo-1-(2,6-dimethylbenzyl)-1H-pyrazole-3-carboxylate BrC1=CC(=NN1CC1=C(C=CC=C1C)C)C(=O)OC